(3R,7S)-2-(3,4-dichlorobenzoyl)-N,3-dimethyl-9-(1-(4-(1-methyl-1H-tetrazol-5-yl)phenyl)ethyl)-10-oxo-1,2,3,4,7,8,9,10-octahydropyrido[4',3':3,4]pyrazolo[1,5-a]pyrazine-7-carboxamide ClC=1C=C(C(=O)N2CC=3C(=NN4C3C(N(C[C@H]4C(=O)NC)C(C)C4=CC=C(C=C4)C4=NN=NN4C)=O)C[C@H]2C)C=CC1Cl